O=C1NC(CCC1NC1=CC=C(C=C1)C1CCN(CC1)CC1CCN(CC1)C(CC(=O)O)=O)=O 3-[4-[[4-[4-[(2,6-dioxo-3-piperidyl)amino]phenyl]-1-piperidyl]methyl]-1-piperidyl]-3-oxo-propanoic acid